ClC1=C(C(=C(C#N)C(=C1)N1C2(CC2)CCC1)C1=C(C=NN1C)I)F 4-chloro-3-fluoro-2-(4-iodo-1-methyl-1H-pyrazol-5-yl)-6-(4-azaspiro[2.4]heptane-4-yl)benzonitrile